N,N-dimethyl-3-(4-nitrobenzenesulfonyl)aniline CN(C1=CC(=CC=C1)S(=O)(=O)C1=CC=C(C=C1)[N+](=O)[O-])C